2-(3,4-dihydro-2H-pyrrolo[3',2':5,6]pyrido[2,3-b][1,4]oxazepin-1(7H)-yl)-N-((4-((((1r,4r)-4-morpholinocyclohexyl)methyl)amino)-3-nitrophenyl)sulfonyl)benzamide N1(C2=C(OCCC1)N=C1C(=C2)C=CN1)C1=C(C(=O)NS(=O)(=O)C2=CC(=C(C=C2)NCC2CCC(CC2)N2CCOCC2)[N+](=O)[O-])C=CC=C1